(isoindolin-2-yl)-N-(4-isopropoxyphenyl)-7-(1H-pyrazol-4-yl)pyrazolo[1,5-a]pyrimidine-2-carboxamide C1N(CC2=CC=CC=C12)C=1C(=NN2C1N=CC=C2C=2C=NNC2)C(=O)NC2=CC=C(C=C2)OC(C)C